[N+](=O)([O-])C1=CC=C(C=C1)C(=O)Cl 4-NitroPhenylcarbonyl chloride